COC(=O)N1[C@H]([C@H](CCC1)C1=NNC=C1Cl)CO[C@@H]1CC[C@@H](CC1)C1=CC=C(C=C1)Cl.ClC1=C(CNC(=O)C2CNCCC2)C=CC(=C1)Cl N-(2,4-dichlorobenzyl)piperidine-3-carboxamide methyl-cis-3-(4-chloro-1H-pyrazol-3-yl)-2-((((CIS)-4-(4-chlorophenyl)-cyclohexyl)oxy)methyl)-piperidine-1-carboxylate